COC(=O)C1=CC=C(O1)C1=CC=C(C(=O)NC2=CC=C(C=C2)C2=CC=C(C=C2)C(=O)NC2=CC=C(C3=CC=CC=C23)C(=O)O)C=C1 4-(4'-{4-[5-(methoxycarbonyl)furan-2-yl]benzamido}-[1,1'-biphenyl]-4-amido)naphthalene-1-carboxylic acid